4-fluoro-2-((4,6-dimethoxy-pyrimidin-2-yl)seleno)benzoic acid FC1=CC(=C(C(=O)O)C=C1)[Se]C1=NC(=CC(=N1)OC)OC